1-(4-carboxybutyl)imidazolium chloride [Cl-].C(=O)(O)CCCCN1C=[NH+]C=C1